Ethyl 3-oxopropionate O=CCC(=O)OCC